5-(4-(4-carbamimidoylphenoxy)-butoxy)picolin-imidamide C(N)(=N)C1=CC=C(OCCCCOC=2C=CC(=NC2)C(N)=N)C=C1